COC=1C=C2C(=CNC2=CC1)CCNC(CCCC1=C(C=CC=C1)P(C1=CC=CC=C1)C1=CC=CC=C1)=O (4-((2-(5-methoxy-1H-indol-3-yl)ethyl)amino)-4-oxobutyl)triphenylphosphine